6-(2-Chloro-3-(3-chloro-2-(3-fluoro-4-formyl-5-methoxyphenyl)-pyridin-4-yl)-phenyl)-2-methoxynicotinaldehyde ClC1=C(C=CC=C1C1=C(C(=NC=C1)C1=CC(=C(C(=C1)OC)C=O)F)Cl)C1=NC(=C(C=O)C=C1)OC